5-[1-(5-amino-2-pyridyl)-3-methyl-pyrazol-4-yl]-N-[3-chloro-4-[4-(1,1-dimethylpiperidin-1-ium-4-carbonyl)piperazine-1-carbonyl]phenyl]-1-methyl-imidazole-2-carboxamide NC=1C=CC(=NC1)N1N=C(C(=C1)C1=CN=C(N1C)C(=O)NC1=CC(=C(C=C1)C(=O)N1CCN(CC1)C(=O)C1CC[N+](CC1)(C)C)Cl)C